C(C1=CC=CC=C1)OC(=O)NC1CC=2C=CC(=C(C2CC1)Br)N1CC2CCC(C1)N2C(=O)OC(C)(C)C tert-butyl 3-(6-[[(benzyloxy) carbonyl] amino]-1-bromo-5,6,7,8-tetrahydronaphthalen-2-yl)-3,8-diazabicyclo[3.2.1]octane-8-carboxylate